(2R,3S,4S,5R,6S)-6-[3-[[4-(4-Allyloxybutyl)phenyl]methyl]-4-methyl-phenyl]-3,4,5-tribenzyloxy-2-(hydroxymethyl)-6-methoxy-tetrahydropyran-2-carboxaldehyde C(C=C)OCCCCC1=CC=C(C=C1)CC=1C=C(C=CC1C)[C@]1([C@@H]([C@H]([C@@H]([C@@](O1)(C=O)CO)OCC1=CC=CC=C1)OCC1=CC=CC=C1)OCC1=CC=CC=C1)OC